FC=1C=C(C(=O)NC=2SC=C(N2)C)C=C(C1)C=1C=NC=CC1C 3-Fluoro-5-(4-methyl-3-pyridinyl)-N-(4-methylthiazol-2-yl)benzamide